(2S)-1-(tert-butoxycarbonyl)-4-(methoxymethyl)-pyrrolidine-2-carboxylic acid C(C)(C)(C)OC(=O)N1[C@@H](CC(C1)COC)C(=O)O